O=C1CC2(C1)CN(C2)C2=NC=C(C=N2)COC2=CC=C(C=C2)C(C)(C)C2=CC=C(OC1CC(C1)NC(OC(C)(C)C)=O)C=C2 tert-butyl ((1s,3s)-3-(4-(2-(4-((2-(2-oxo-6-azaspiro[3.3]heptane-6-yl)pyrimidin-5-yl)methoxy)phenyl) Propan-2-yl)phenoxy)cyclobutyl)carbamate